(3S)-3-(4-hydroxyphenyl)hex-4-ynoic acid methyl ester COC(C[C@H](C#CC)C1=CC=C(C=C1)O)=O